CN1N=C2C(N(CCC2=C1C1=NC(=CC=C1)C(F)(F)F)C(=O)OC(C)(C)C)C tert-Butyl 2,7-dimethyl-3-[6-(trifluoromethyl)pyridine-2-yl]-5,7-dihydro-4H-pyrazolo[3,4-c]pyridine-6-carboxylate